7-bromo-1'-((5-(naphthalen-2-yl)-1,3,4-oxadiazol-2-yl)methyl)spiro[chromane-2,4'-piperidin]-4-one BrC1=CC=C2C(CC3(CCN(CC3)CC=3OC(=NN3)C3=CC4=CC=CC=C4C=C3)OC2=C1)=O